NC=1C=NC2=CC=C(C=C2C1NC1=CC=C(C=C1)C(C#N)(C)C)Br 2-(4-((3-amino-6-bromoquinolin-4-yl)amino)phenyl)-2-methylpropanenitrile